C1(=C(C(=CC=C1)C=O)C=O)C=1C(=CC=CC1)C1=CC=CC=C1 terphenyl-dialdehyde